Toluenedicarbamic acid methyl ester COC(NC(C1=CC=CC=C1)NC(=O)O)=O